FC1=C(C(=CC=C1)F)C1=NN(C=C1C1=NC=NC2=CC(=C(C=C12)NC(=O)C12CN(CC2C1)C(=O)OC(C)(C)C)OC)C tert-butyl 1-((4-(3-(2,6-difluorophenyl)-1-methyl-1H-pyrazol-4-yl)-7-methoxyquinazolin-6-yl)carbamoyl)-3-azabicyclo[3.1.0]hexane-3-carboxylate